methoxy-7'-nitro-2',3'-dihydro-1'H-spiro[cyclopropane-1,4'-isoquinoline] COC1NCC2(C3=CC=C(C=C13)[N+](=O)[O-])CC2